tert-butyl 6-bromo-2-(1-(tert-butoxycarbonyl) piperidin-4-yl)-5-(7,8-dimethyl-[1,2,4]triazolo[1,5-a]pyridin-6-yl)-4H-pyrrolo[3,2-d]thiazole-4-carboxylate BrC1=C(N(C2=C1N=C(S2)C2CCN(CC2)C(=O)OC(C)(C)C)C(=O)OC(C)(C)C)C=2C(=C(C=1N(C2)N=CN1)C)C